CN(C1=CC=C(C=C1)[O-])C 4-(dimethylamino)phenolate